C1=NC=CC2=CC=C(C=C12)C1CCN(CC1)C(=O)OC(C)(C)C tert-butyl 4-(isoquinolin-7-yl)piperidine-1-carboxylate